15-(((4,4-bis(((Z)-oct-5-en-1-yl)oxy)butanoyl)oxy)methyl)-9-hexyl-2-methyl-7,12-dioxo-6,8,13-trioxa-2-azahexadecan-16-yl (9Z,12Z)-octadeca-9,12-dienoate C(CCCCCCC\C=C/C\C=C/CCCCC)(=O)OCC(COC(CCC(OC(OCCCN(C)C)=O)CCCCCC)=O)COC(CCC(OCCCC\C=C/CC)OCCCC\C=C/CC)=O